C(C)O[Si](C(C(=O)OC1CCCCC1)C)(OCC)OCC cyclohexyl α-triethoxysilylpropionate